C(C(C)C)(=O)NC1=CC=CC(=N1)NC(OCC1=CC=CC=C1)=O benzyl (6-isobutyramidopyridin-2-yl)carbamate